[1,3-bis(2,6-diisopropylphenyl)imidazol-2-ylidene](3-Chloropyridyl)palladium(II) dichloride CC(C)C1=C(C(=CC=C1)C(C)C)N2CN(C=C2)C3=C(C=CC=C3C(C)C)C(C)C.C1=CC(=CN=C1)Cl.Cl[Pd]Cl